2-((2S,4S)-5-chloro-6-fluoro-2-(((1-(methylsulfonyl)piperidin-4-yl)amino)methyl)-2-phenyl-2,3-dihydrobenzofuran-4-yl)-4-(difluoromethoxy)-3-fluorobenzamide ClC=1C(=CC2=C(C[C@](O2)(C2=CC=CC=C2)CNC2CCN(CC2)S(=O)(=O)C)C1C1=C(C(=O)N)C=CC(=C1F)OC(F)F)F